tert-butyl ((8-(4-(trifluoromethoxy)phenyl)-5-vinylquinoxalin-6-yl)methyl)carbamate FC(OC1=CC=C(C=C1)C=1C=C(C(=C2N=CC=NC12)C=C)CNC(OC(C)(C)C)=O)(F)F